2-(2-chloroethoxy)ethyl isocyanate ClCCOCCN=C=O